4-[3-(methoxymethyl)-5-methyl-1,2-oxazol-4-yl]-2-[(3R)-3-methylmorpholin-4-yl]-8-(1H-pyrazol-5-yl)-1,7-naphthyridine COCC1=NOC(=C1C1=CC(=NC2=C(N=CC=C12)C1=CC=NN1)N1[C@@H](COCC1)C)C